FC1=CC(=C(C(=O)O)C=C1F)[N+](=O)[O-] 4,5-difluoro-2-nitrobenzoic acid